[Co].C1(=CC=CC=C1)C1=NC=CC=C1.C1(=CC=CC=C1)C1=NC=CC=C1.C1(=CC=CC=C1)C1=NC=CC=C1 tris(2-phenylpyridine) cobalt